N1C=C(C2=CC=CC=C12)C1=NC=NC=C1C(=O)O 4-(1H-indol-3-yl)pyrimidine-5-carboxylic acid